[NH4+].[Cl-].[Mg] magnesium chloride, ammonium salt